2,4,6,8,10,12-Hexanitro-2,4,6,8,10,12-hexaazatetracyclo[5.5.0.03,11.05,9]dodecane [N+](=O)([O-])N1C2N(C3N(C4N(C2N(C4N(C13)[N+](=O)[O-])[N+](=O)[O-])[N+](=O)[O-])[N+](=O)[O-])[N+](=O)[O-]